3-(2,6-difluorophenyl)-3-hydroxy-N-(1-(6-(2,2,2-trifluoroethoxy)pyridin-2-yl)cyclopropyl)butanamide FC1=C(C(=CC=C1)F)C(CC(=O)NC1(CC1)C1=NC(=CC=C1)OCC(F)(F)F)(C)O